ClC=1C(=C(C(=C(OCC(=O)O)C1)F)C=C)CC1=CC(=C(C=C1)O)C(C)C 2-(5-chloro-2-fluoro-4-(4-hydroxy-3-isopropylbenzyl)-3-vinylphenoxy)acetic acid